N-(1-((S)-3,3-difluorocyclopentyl)-2-oxo-1,2-dihydropyridin-3-yl)-2-((1S,6R)-6-(difluoromethyl)-3-azabicyclo[4.1.0]heptan-3-yl)-4-((2-hydroxyethyl)sulfonamido)benzamide FC1(C[C@H](CC1)N1C(C(=CC=C1)NC(C1=C(C=C(C=C1)NS(=O)(=O)CCO)N1C[C@H]2C[C@]2(CC1)C(F)F)=O)=O)F